(S)-1-(5-amino-3-(1-amino-1,3-dihydrospiro[indene-2,4'-piperidin]-1'-yl)-6-(2,3-dichlorophenyl)pyrazin-2-yl)ethanone NC=1N=C(C(=NC1C1=C(C(=CC=C1)Cl)Cl)C(C)=O)N1CCC2(CC1)[C@@H](C1=CC=CC=C1C2)N